2-(methyl(2,2,2-trifluoroethyl)amino)ethanol CN(CCO)CC(F)(F)F